TriAcetin CC(OCC(OC(C)=O)COC(C)=O)=O